CCCCCCC(CCCC(CCCCCCCCC)O)O eicosane-7,11-diol